N-[(2-oxo-4-pyridin-2-yl-1,2,4,5-tetrahydroimidazo[1,5,4-de][1,4]benzoxazin-4-yl)methyl]acetamide O=C1NC2=CC=CC3=C2N1C(CO3)(C3=NC=CC=C3)CNC(C)=O